N1N=C(C2=CC=CC=C12)CC=O 1H-INDAZOL-3-YLACETALDEHYDE